3-(8-methyl-3-(trifluoromethyl)-[1,2,4]triazolo[4,3-a]pyridine-7-yl)propanoate CC=1C=2N(C=CC1CCC(=O)[O-])C(=NN2)C(F)(F)F